ClC1=CC(=C(C(=C1)C)C1=CC=C2C(=N1)N=C(O2)N2CC=1C=CC(NC1CC2)=O)O 6-[5-(4-Chloro-2-hydroxy-6-methyl-phenyl)oxazolo[4,5-b]pyridin-2-yl]-1,5,7,8-tetrahydro-1,6-naphthyridin-2-one